FC(C1=NN(C=C1)C1=CC=C(C=C1)CN)(F)F (4-(3-(trifluoromethyl)-1H-pyrazol-1-yl)phenyl)methylamine